1H-pyrrole-2,3-dicarboxylic acid hydrazide N1C(=C(C=C1)C(=O)O)C(=O)NN